N-(3-(5-((1-(2-bromoethyl)-1H-pyrazol-4-yl)oxy)-2-(difluoromethoxy)phenyl)-1-methyl-1H-pyrazol-4-yl)pyrazolo[1,5-a]pyrimidine-3-carboxamide BrCCN1N=CC(=C1)OC=1C=CC(=C(C1)C1=NN(C=C1NC(=O)C=1C=NN2C1N=CC=C2)C)OC(F)F